O[C@H]1[C@@H](O[C@@H]([C@H]1O)CO)C=1C=NN2C1N=CN=C2NC(C2=CC=CC=C2)=O N-(8-((2S,3R,4S,5R)-3,4-dihydroxy-5-(hydroxymethyl)tetrahydrofuran-2-yl)pyrazolo[1,5-a][1,3,5]triazin-4-yl)benzamide